4-[(3S)-3-aminopyrrolidin-1-yl]-5-(3,5-difluorophenyl)-N-{3-fluorobicyclo[1.1.1]pentan-1-yl}-6-methoxypyridine-3-carboxamide N[C@@H]1CN(CC1)C1=C(C=NC(=C1C1=CC(=CC(=C1)F)F)OC)C(=O)NC12CC(C1)(C2)F